N1CCC2CN(CCC21)C2=CC=C1C(C=CNC1=C2)=O 7-{octahydro-1H-pyrrolo[3,2-c]pyridin-5-yl}-1,4-dihydroquinolin-4-one